NC1=C(C=C(C=C1F)N1CCOCC1)C1=C(C=NN1CC1=CC=C(C=C1)OC)N 5-(2-amino-3-fluoro-5-morpholino-phenyl)-1-[(4-methoxyphenyl)methyl]pyrazol-4-amine